CS(=O)(=O)O[C@@H]1CN(CC1)C(=O)OC(C)(C)C t-Butyl (3S)-3-methylsulfonyloxypyrrolidine-1-carboxylate